2-{[(butylmercapto)thio]mercapto}propanoic acid C(CCC)SSSC(C(=O)O)C